N-(tert-butoxycarbonyl)-O-(difluoromethyl)-L-threonine C(C)(C)(C)OC(=O)N[C@@H]([C@H](OC(F)F)C)C(=O)O